2-isopropylisothiazolo[5,4-b]pyridin C(C)(C)N1SC2=NC=CC=C2C1